N-(2-((1r,3r,5r,7r)-adamantan-2-ylamino)ethyl)-4-(4-chloro-phenyl)-3-(2,4-dichloro-phenyl)-5-methyl-1H-pyrazole-1-carboxamide C12C(C3CC(CC(C1)C3)C2)NCCNC(=O)N2N=C(C(=C2C)C2=CC=C(C=C2)Cl)C2=C(C=C(C=C2)Cl)Cl